ClC1=C(C=C2C=C(N=CC2=C1)NC(=O)[C@H]1[C@@H](CC1)C#N)N1CCN(CC1)[C@@]1(COC[C@@H]1O)C (1R,2R)-N-[7-chloro-6-[4-((3R,4R)-4-hydroxy-3-methyl-tetrahydrofuran-3-yl)piperazin-1-yl]-3-isoquinolyl]-2-cyano-cyclobutanecarboxamide